6-fluoro-5-methoxy-2-(2-methoxy-7-methylquinoxalin-5-yl)thiazolo[5,4-b]pyridine FC=1C=C2C(=NC1OC)SC(=N2)C2=C1N=CC(=NC1=CC(=C2)C)OC